Monoethyl itaconate C(C(=C)CC(=O)[O-])(=O)OCC